NCCCC(=O)NC1=CC(=C(C=C1)C(=O)C1(CC1)C(F)(F)F)C#CCN 4-amino-N-(3-(3-aminoprop-1-yn-1-yl)-4-(1-(trifluoromethyl)cyclopropane-1-carbonyl)phenyl)butanamide